S1SCCCCC1 1,2-dithiacycloheptane